6'-(((1S,3S)-3-((5-Methyl-5H-pyrrolo[2,3-b]pyrazin-3-yl)amino)cyclopentyl)amino)-2H-[1,3'-bipyridin]-2-one CN1C=CC=2C1=NC(=CN2)N[C@@H]2C[C@H](CC2)NC2=CC=C(C=N2)N2C(C=CC=C2)=O